ClC1=CC=CC(=N1)C=1C=C(C(=NC1)C(=O)N=C1SC(=NN1C)C(F)(F)F)S(=O)(=O)CC 5-(6-chloro-2-pyridyl)-3-ethylsulfonyl-N-[3-methyl-5-(trifluoromethyl)1,3,4-thiadiazol-2-ylidene]pyridine-2-carboxamide